BrC=1N=C(SC1CC1=CC(=NN1C)C#N)Br 5-[(dibromo-1,3-thiazol-5-yl)methyl]-1-methyl-1H-pyrazole-3-carbonitrile